N1C=CC=2C1=NC=CC2N2CC(CCC2)C2=CN=C1N2C=CC=C1 3-(1-(1H-pyrrolo[2,3-b]pyridin-4-yl)piperidin-3-yl)imidazo[1,2-a]pyridine